cis-9-Tricosen CCCCCCCC\C=C/CCCCCCCCCCCCC